Cl.CC(CCO)(CNC)C 3,3-dimethyl-4-(methylamino)butan-1-ol hydrochloride